1-(2-methylpropyl)-4-[4-(4,4,5,5-tetramethyl-1,3,2-dioxaborolan-2-yl)phenyl]piperazine CC(CN1CCN(CC1)C1=CC=C(C=C1)B1OC(C(O1)(C)C)(C)C)C